FC1=C(C(=CC=C1)F)C1(CC1)C(/C=C/[C@H]1[C@@H](C[C@H]2[C@@H]1CCC1=C(O2)C=C(C=C1)C(=O)O)O)O (1R,2R,3aS,10aR)-1-{(1E,3ξ)-3-[1-(2,6-difluorophenyl)cyclopropyl]-3-hydroxy-1-propen-1-yl}-2-hydroxy-2,3,3a,9,10,10a-hexahydro-1H-benzo[b]cyclopenta[f]oxepin-6-carboxylic acid